CC=1N=C2N(N=C(C=C2C)C=2N=[O+]C3=C(N2)C=CC(=C3)C=3CCN(CC3)C(=O)OC(C)(C)C)C1 tert-butyl 4-[3-(2,8-dimethylimidazo[1,2-b]pyridazin-6-yl)-1-oxa-1,2,4-benzotriazin-1-ium-7-yl]-3,6-dihydro-2H-pyridine-1-carboxylate